FC(CN1C(=NC2=C1C=C(C=C2F)C=2C=CN1N=C(N=C(C12)OC)NC1CC(C1)(O)C)C)F (1s,3s)-3-((5-(1-(2,2-difluoroethyl)-4-fluoro-2-methyl-1H-benzo[d]imidazol-6-yl)-4-methoxypyrrolo[2,1-f][1,2,4]triazin-2-yl)amino)-1-methylcyclobutan-1-ol